O=C([C@@H](C1=CC=CC=C1)NS(=O)(=O)C=C)N1CCCC1 (R)-N-(2-oxo-1-phenyl-2-(pyrrolidin-1-yl)ethyl)ethenesulfonamide